CN(NC(=O)N)C N,N-dimethylsemicarbazide